COC1=CC=C(CN2C=3C=C(C=NC3C=CC2=O)N2CCC(CC2)N(C(OC(C)(C)C)=O)C)C=C1 tert-butyl (1-(5-(4-methoxybenzyl)-6-oxo-5,6-dihydro-1,5-naphthyridin-3-yl)piperidin-4-yl)(methyl)carbamate